N=1N(N=CC1)C1=C(C=CC=C1)C(=O)N1[C@@H]2[C@@H](C[C@H](C1)C2)NC2=NC=C(C=C2)Cl (2-(2H-1,2,3-triazol-2-yl)phenyl)((1S,4S,6R)-6-((5-chloropyridin-2-yl)amino)-2-azabicyclo[2.2.1]heptan-2-yl)methanone